ClC1=CC=C(C(=N1)[N+](=O)[O-])C 6-chloro-3-methyl-2-nitropyridine